(R)-(5-(4-fluoro-6-(3-(methylamino)piperidin-1-yl)-1H-benzo[d]imidazol-2-yl)-1H-pyrrol-3-yl)(2-(trifluoromethyl)phenyl)methanone FC1=CC(=CC=2NC(=NC21)C2=CC(=CN2)C(=O)C2=C(C=CC=C2)C(F)(F)F)N2C[C@@H](CCC2)NC